methyl 3-(3-cyclopropylphenoxy)quinoline-4-carboxylate C1(CC1)C=1C=C(OC=2C=NC3=CC=CC=C3C2C(=O)OC)C=CC1